4-(2-(7,8-Dimethyl-[1,2,4]triazolo[1,5-a]pyridin-6-yl)-3-isopropyl-1H-indol-5-yl)-N-methylcyclohexan-1-amin CC1=C(C=2N(C=C1C=1NC3=CC=C(C=C3C1C(C)C)C1CCC(CC1)NC)N=CN2)C